FC(C1=CC=C(C=C1)C1=CC=C(C=C1)\C=C/1\C(NC(S1)=S)=O)(F)F (Z)-5-((4'-(trifluoromethyl)-[1,1'-biphenyl]-4-yl)methylene)-2-thioxothiazolidin-4-one